[3-[[2-fluoro-4-(trifluoromethyl)phenyl]methoxy]azetidin-1-yl]-[6-[5-[(1R)-2,2,2-trifluoro-1-hydroxy-ethyl]-4H-1,2,4-triazol-3-yl]-2-azaspiro[3.3]heptan-2-yl]methanone FC1=C(C=CC(=C1)C(F)(F)F)COC1CN(C1)C(=O)N1CC2(C1)CC(C2)C2=NN=C(N2)[C@H](C(F)(F)F)O